N[C@H](C)C1=CC(=NC2=C(C=C(C=C12)C1=NC(=NC=C1F)NC1CCN(CC1)S(=O)(=O)C)F)C |r| (±)-4-(4-(1-Aminoethyl)-8-fluoro-2-methylquinolin-6-yl)-5-fluoro-N-(1-(methylsulfonyl)piperidin-4-yl)pyrimidin-2-amine